C(C)OC(CCC(=O)C1=NC(=CC(=C1O)C#N)NC(C1=CC=CC=C1)=O)=O 4-(6-Benzoylamino-4-cyano-3-hydroxy-pyridin-2-yl)-4-oxo-butyric acid ethyl ester